3-(5-tert-butyl-2-hydroxy-phenyl)-4-[1-methyl-5-[2-(5,6,7,8-tetrahydro-1,8-naphthyridin-2-yl)ethoxyl]pyrazol-3-yl]butanoic Acid Sodium Salt [Na+].C(C)(C)(C)C=1C=CC(=C(C1)C(CC(=O)[O-])CC1=NN(C(=C1)OCCC1=NC=2NCCCC2C=C1)C)O